5-(5-(trimethylsilyl)isoxazol-3-yl)isoindoline-2-carboxylic acid tert-butyl ester C(C)(C)(C)OC(=O)N1CC2=CC=C(C=C2C1)C1=NOC(=C1)[Si](C)(C)C